Cl.C(C(C)C)C1=CC(=C(C#N)C=C1C)N1CCNCC1 4-isobutyl-5-methyl-2-(piperazin-1-yl)benzonitrile hydrochloride